N-(5-(4-fluorophenoxy)pyridin-2-yl)propanamide FC1=CC=C(OC=2C=CC(=NC2)NC(CC)=O)C=C1